C(C)OC=1C(=CC2=C(C3=CC=CC=C3N=C2C1)NC1CCN(CC1)C)OC 3-ethoxy-2-methoxy-N-(1-methylpiperidin-4-yl)acridin-9-amine